F[C@H]1C[C@H](N(C1)C(CN1C[C@H](CC1)NC=1C=C2C=CC=NC2=C(C1)F)=O)C#N (2S,4S)-4-fluoro-1-(2-[(3S)-3-[(8-fluoro-6-quinolyl)amino]pyrrolidin-1-yl]acetyl)pyrrolidine-2-carbonitrile